3-(dimethylcarbamoyl)bicyclo[1.1.1]pentan-1-yl (1-(4-(2,6-dioxopiperidin-3-yl)-3,5-difluorophenyl)azetidin-3-yl)carbamate O=C1NC(CCC1C1=C(C=C(C=C1F)N1CC(C1)NC(OC12CC(C1)(C2)C(N(C)C)=O)=O)F)=O